ethyl [(4,6-dichloropyridin-2-yl)carbamothioyl]carbamate ClC1=CC(=NC(=C1)Cl)NC(=S)NC(OCC)=O